BrC=1C=CC(=NC1)N(C1CCC(CC1)C(=O)OC)C methyl (1r,4r)-4-[(5-bromopyridin-2-yl)(methyl)amino]cyclohexane-1-carboxylate